ClC=1C(=NC(=NC1C)N1CC(C1)[C@@H]1CN(CCC1)C1CC(C1)(C(=O)O)C)N[C@H](C)C1=C(C=C(C=C1)Cl)Cl 3-((R)-3-(1-(5-chloro-4-(((R)-1-(2,4-dichlorophenyl)ethyl)amino)-6-methylpyrimidin-2-yl)azetidin-3-yl)piperidin-1-yl)-1-methylcyclobutane-1-carboxylic acid